benzyl (2-(4-methyl-2-(3-neopentyl-4-oxo-3,4-dihydroquinazolin-2-yl)morpholin-3-yl)ethyl)carbamate CN1C(C(OCC1)C1=NC2=CC=CC=C2C(N1CC(C)(C)C)=O)CCNC(OCC1=CC=CC=C1)=O